2,4-dichloro-5-chloropyrimidine ClC1=NC=C(C(=N1)Cl)Cl